(3S)-3-(quinolin-3-yl)-3-(6-(3-(1,2,3,4-tetrahydro-1,8-naphthyridin-2-yl)-propyl)-2H-indazol-2-yl)propionic acid N1=CC(=CC2=CC=CC=C12)[C@H](CC(=O)O)N1N=C2C=C(C=CC2=C1)CCCC1NC2=NC=CC=C2CC1